3-(5-Bromo-6-methyl-1-oxoisoindolin-2-yl)piperidine-2,6-dione BrC=1C=C2CN(C(C2=CC1C)=O)C1C(NC(CC1)=O)=O